N-(3-((2-(2-fluorophenyl)-4-((methylamino)methyl)-1H-pyrrol-1-yl)sulfonyl)phenyl)pyrrolidine-2-Formamide dihydrochloride Cl.Cl.FC1=C(C=CC=C1)C=1N(C=C(C1)CNC)S(=O)(=O)C=1C=C(C=CC1)NC(=O)C1NCCC1